2-(4-fluorophenyl)-4-(pyridin-3-yl)-1H-indole-7-carboxamide FC1=CC=C(C=C1)C=1NC2=C(C=CC(=C2C1)C=1C=NC=CC1)C(=O)N